(E)-prop-1-en C=CC